C[C@@H]\\1C[C@@H](OC(=O)/C=C(\\NC(=O)[C@H](N(C(=O)[C@@H](NC(=O)[C@H](C/C(=C1)/C)C)C)C)CC2=C(NC3=CC=CC=C32)Br)/C4=CC(=C(C=C4)O)O)C The molecule is a cyclodepsipeptide isolated from Jaspis splendens. It has a role as an antineoplastic agent, an animal metabolite and a marine metabolite. It is a member of catechols, a cyclodepsipeptide, a member of indoles and an organobromine compound.